6-bromo-7,9-dihydrofuro[3,4-c][1,2,4]triazolo[1,5-a]pyridine BrC=1C2=C(C=3N(C1)N=CN3)COC2